4-[2-(3,5-difluorophenoxy)ethyl-[4-(5,6,7,8-tetrahydro-1,8-naphthyridin-2-yl)butyl]amino]-2-(3-ethylpentanoylamino)butanoic acid FC=1C=C(OCCN(CCC(C(=O)O)NC(CC(CC)CC)=O)CCCCC2=NC=3NCCCC3C=C2)C=C(C1)F